2-(2-cyclopropyl-3-fluorophenyl)-9-([4-[1-methyl-4-(trifluoromethyl)imidazol-2-yl]phenyl]methyl)-7H-purin-8-one C1(CC1)C1=C(C=CC=C1F)C1=NC=C2NC(N(C2=N1)CC1=CC=C(C=C1)C=1N(C=C(N1)C(F)(F)F)C)=O